Benzyl {(2S)-1-[(1-{4-[(1S)-1-aminoethyl]phenyl}-4,4-difluorocyclohexyl)amino]-1-oxopropan-2-yl}carbamate N[C@@H](C)C1=CC=C(C=C1)C1(CCC(CC1)(F)F)NC([C@H](C)NC(OCC1=CC=CC=C1)=O)=O